FC=1C=CC=C2C(=NN(C12)C)N1C(CCCC1=O)=O 7-fluoro-1-methyl-1H-indazol-3-yl-piperidine-2,6-dione